COC1=CC=C(C=C1)C1=NOC(=N1)N1CCC(CC1)C(=O)NCC1CN(CC1)C[C@H]1N(CCC1)C(=O)OC(C)(C)C Tert-butyl (2S)-2-((3-((1-(3-(4-methoxyphenyl)-1,2,4-oxadiazol-5-yl)piperidine-4-carboxamido)methyl)pyrrolidin-1-yl)methyl)pyrrolidine-1-carboxylate